tert-Butyl (7-chloro-5-(4-fluoro-3-(morpholinosulfonyl)phenyl)benzofuran-2-yl)methylcarbamate ClC1=CC(=CC=2C=C(OC21)CNC(OC(C)(C)C)=O)C2=CC(=C(C=C2)F)S(=O)(=O)N2CCOCC2